FC1=C2C(=NC(N(C2=CC=C1F)C([2H])([2H])[2H])=O)N1CCCC2=C(N=CC=C12)C#CC(C#N)(C)C 4-[1-[5,6-difluoro-2-oxo-1-(trideuteriomethyl)quinazolin-4-yl]-3,4-dihydro-2H-1,6-naphthyridin-5-yl]-2,2-dimethyl-but-3-ynenitrile